N1=CC=C(C=C1)CN1N=C(C=C1)C=1SC=CC1C(=O)N (1-(pyridin-4-ylmethyl)-1H-pyrazol-3-yl)thiophene-3-carboxamide